CN(C)N=CC1=CC=C(C=C1)C(=O)NC1=C(C=C(C=C1)OC)C(=O)NC1=NC=C(C=C1)Cl [2-({4-[(dimethylamino)iminomethyl]phenyl}carbonylamino)-5-methoxyphenyl]-N-(5-chloro(2-pyridyl))carboxamide